C(C)(=O)C=1NC2=CC=C(C=C2C1C=1N=NN(C1)CC1CCN(CC1)CCNS(=O)(=O)C1=CC=C(C=C1)C1=C(C=CC=C1C(F)(F)F)F)F N-(2-(4-((4-(2-acetyl-5-fluoro-1H-indol-3-yl)-1H-1,2,3-triazol-1-yl)methyl)piperidin-1-yl)ethyl)-2'-fluoro-6'-(trifluoromethyl)-[1,1'-biphenyl]-4-sulfonamide